C(CC(C)C)NC1=NN2C(C(=N1)N)=NC=C2CC=2C=NC(=C(C2)C)N2CCNCC2 N2-Isopentyl-7-((5-methyl-6-(piperazin-1-yl)pyridin-3-yl)methyl)imidazo[2,1-f][1,2,4]triazin-2,4-diamin